3-(1-cyclobutylimidazol-4-yl)-N-[(4-methoxyphenyl)methyl]-N-methyl-4-[[5-(trifluoromethyl)-2-pyridyl]amino]benzenesulfonamide C1(CCC1)N1C=NC(=C1)C=1C=C(C=CC1NC1=NC=C(C=C1)C(F)(F)F)S(=O)(=O)N(C)CC1=CC=C(C=C1)OC